ClC=1C=C(C=CC1F)NC(N(CC)C(C1=CNC(C2=CC=CC=C12)=O)C1CC1)=O 3-(3-Chloro-4-fluorophenyl)-1-(cyclopropyl-(1-oxo-1,2-dihydroisoquinolin-4-yl)methyl)-1-ethylurea